NC=1C=2N(C(=CN1)C)C(=NC2C2=C(C=C(C=C2)NC(C(O)C2=CC(=CC=C2)Cl)=O)F)C([2H])([2H])[2H] N-[4-[8-amino-5-methyl-3-(trideuteriomethyl)imidazo[1,5-a]pyrazin-1-yl]-3-fluoro-phenyl]-2-(3-chlorophenyl)-2-hydroxy-acetamide